2-(((2,2,3,3-tetrafluoro-4-methoxybutoxy)carbonyl)amino)ethyl acrylate C(C=C)(=O)OCCNC(=O)OCC(C(COC)(F)F)(F)F